2-(4-chlorophenyl)-2-(1-(5,6,7,8-tetrahydroimidazo[1,5-a]pyrazine-7-carbonyl)piperidin-4-ylidene)acetonitrile ClC1=CC=C(C=C1)C(C#N)=C1CCN(CC1)C(=O)N1CC=2N(CC1)C=NC2